1-((2-(2-methoxyphenyl)-5H-imidazo[4,5-c]pyridin-5-yl)methyl)-1H-benzo[d][1,2,3]triazole COC1=C(C=CC=C1)C=1N=C2C(=CN(C=C2)CN2N=NC3=C2C=CC=C3)N1